C1C=COC(=O)C1=O pyrandione